C1(CC1)C1=C(C(=NO1)C1=C(C=CC=C1)OC(F)(F)F)COC1C[C@H]2CC[C@@H](C1)N2C2=NC=C(C(=O)OC)C=C2 Methyl 6-((1R,3R,5S)-3-((5-cyclopropyl-3-(2-(trifluoromethoxy)phenyl)isoxazol-4-yl)methoxy)-8-azabicyclo[3.2.1]octan-8-yl)nicotinate